(2,5-dioxopyrrolidin-1-yl) 2-bromoacetate BrCC(=O)ON1C(CCC1=O)=O